C(C)(C)(C)OC(=O)N1CC=2C(N(C=3N=CC=CC3C2CC1)CC1=CC=C(C=C1)CC)=O 6-(4-ethylbenzyl)-5-oxo-1,4,5,6-tetrahydropyrido[3,4-C][1,8]naphthyridine-3(2H)-carboxylic acid tert-butyl ester